FC(C=1C(=C(C=CC1)[C@@H](C)NC=1C2=C(N=C(N1)C)N=C(C(=C2)C(=O)O)N2CCCC2)F)F (R)-4-(1-(3-(difluoromethyl)-2-fluorophenyl)ethylamino)-2-methyl-7-(pyrrolidin-1-yl)pyrido[2,3-d]pyrimidine-6-carboxylic acid